3-(4-(4-aminobutyl)-3-methyl-2-oxo-2,3-dihydro-1H-benzo[d]imidazol-1-yl)piperidine-2,6-dione NCCCCC1=CC=CC=2N(C(N(C21)C)=O)C2C(NC(CC2)=O)=O